tert-butyl-5-[(1S,2S)-2-fluorocyclopropyl]-3-(3-methylpyrrolidin-3-yl)-1,2,4-oxadiazole C(C)(C)(C)N1OC(=NC1C1(CNCC1)C)[C@H]1[C@H](C1)F